N-(benzofuran-3-ylmethyl)-N-methylaniline O1C=C(C2=C1C=CC=C2)CN(C2=CC=CC=C2)C